CC1=NC(=C(C(=C1Cl)O)Cl)C 2,6-dimethyl-3,5-dichloro-4-hydroxypyridine